5-chloro-6-fluoro-1H-pyrrolo[3,2-b]pyridine-2-carboxylic acid ClC1=C(C=C2C(=N1)C=C(N2)C(=O)O)F